FC(CN1N=CC=2C1=NC(=CN2)N2CC1(CN(C1)C1=CC(=NC=C1\C=C\C)C(F)(F)F)CC2)F (E)-1-(2,2-difluoroethyl)-6-(2-(5-(prop-1-en-1-yl)-2-(trifluoromethyl)pyridin-4-yl)-2,6-diazaspiro[3.4]octan-6-yl)-1H-pyrazolo[3,4-b]pyrazine